O1N=CC(=C1)N1C=NC(=CC1=O)C(=O)N (isoxazol-4-yl)-6-oxo-1,6-dihydropyrimidine-4-carboxamide